C(C1=CC=CC=C1)OC1=NN(C(=C1)C)C1CCN(CC1)CC1=NC2=C(N1C[C@H]1OCC1)C=C(C=C2)C(=O)O (S)-2-((4-(3-(benzyloxy)-5-methyl-1H-pyrazol-1-yl)piperidin-1-yl)methyl)-1-(oxetan-2-ylmethyl)-1H-benzo[d]imidazole-6-carboxylic acid